BrC=1C(=NN(C1)CC1=CC=C(C=C1)OC)C(=O)OC methyl 4-bromo-1-(4-methoxybenzyl)-1H-pyrazole-3-carboxylate